7-bromo-N-(4-(chlorodifluoromethoxy)phenyl)-1-isopropyl-3-((methylamino)methyl)indoline-5-carboxamide BrC=1C=C(C=C2C(CN(C12)C(C)C)CNC)C(=O)NC1=CC=C(C=C1)OC(F)(F)Cl